Stigmastan-22-ene-3,6-dione CC[C@H](C=C[C@@H](C)[C@H]1CC[C@H]2[C@@H]3CC(C4CC(CC[C@]4(C)[C@H]3CC[C@]12C)=O)=O)C(C)C